(4-amino-2-(1-(pyridin-2-yl)ethyl)-2H-[1,2,3]triazolo[4,5-c]pyridin-6-yl)benzonitrile NC1=NC(=CC=2C1=NN(N2)C(C)C2=NC=CC=C2)C2=C(C#N)C=CC=C2